CC1=C(C=CC=C1)S(=O)(=O)NC(CNC1=CC=CC=C1)CCCC methyl-N-(1-(phenylamino)hexan-2-yl)benzenesulfonamide